3-[4-(4-chlorophenoxy)piperidine-1-carbonyl]-6,8-dimethylimidazo[1,2-c]pyrimidin-5(6H)-one ClC1=CC=C(OC2CCN(CC2)C(=O)C2=CN=C3N2C(N(C=C3C)C)=O)C=C1